OCCOC1C(OC(CO1)OCCO)OCCO 2-[3,6-bis-(2-hydroxy-ethoxy)-[1,4]dioxan-2-yloxy]-ethanol